C(#N)CCOP([O-])(=O)N(C(C)C)C(C)C cyanoethyl-N,N-diisopropylphosphoramidate